FC(OC1=CC(=C(C2=C1N(N=N2)C)C)[C@H](CC(=O)O)C=2C=C(C1=C(C=CS1)C2)CN2C[C@H](OC1=C(C2)N=C(C=C1)O)CC)F (3R)-3-[7-(Difluoromethoxy)-1,4-dimethyl-1H-benzotriazol-5-yl]-3-(7-{[(2R)-2-ethyl-7-hydroxy-2,3-dihydropyrido[2,3-f][1,4]oxazepin-4(5H)-yl]methyl}-1-benzothiophen-5-yl)propanoic acid